ClC1=NC=C(C(=C1)N1CCN(CC1)CCO)C#CC=1C=NN(C1)CCF 2-(4-(2-chloro-5-((1-(2-fluoroethyl)-1H-pyrazol-4-yl)ethynyl)pyridin-4-yl)piperazin-1-yl)ethan-1-ol